FC1=C(C=CC=C1C)C=1C=C2C(=NC1)N(C(N2CC=2C=NC=C(C2)F)=O)C 6-(2-fluoro-3-methyl-phenyl)-1-[(5-fluoro-3-pyridyl)methyl]-3-methyl-imidazo[4,5-b]pyridin-2-one